12-mercapto-dodecyl-amine SCCCCCCCCCCCCN